C(N)(O[C@@H]1[C@H](N(C([C@H]1C)=O)C=1C=C2C=NN(C2=CC1)C1=CC=C(C=C1)F)C1=CC=C(C=C1)OC)=O |r| (rac-(2r,3s,4s)-1-(1-(4-fluorophenyl)-1H-indazol-5-yl)-2-(4-methoxyphenyl)-4-methyl-5-oxopyrrolidin-3-yl) carbamate